BrC1=C(C=2C(=NC(=CC2)C2CCN(CC2)C(=O)OC(C)(C)C)N1)C tert-butyl 4-(2-bromo-3-methyl-1H-pyrrolo[2,3-b]pyridin-6-yl)piperidine-1-carboxylate